N-[2-(2,3-dichlorophenyl)ethyl]Cyclopropylamine ClC1=C(C=CC=C1Cl)CCNC1CC1